NC=1C(=C(C=C2C=C(N=CC12)NC(OC1[C@@H]2CNC[C@H]12)=O)C1=C(C2=C(OCCN2)N=C1)C)F (1R,5S,6s)-3-Azabicyclo[3.1.0]hexan-6-yl (8-amino-7-fluoro-6-(8-methyl-2,3-dihydro-1H-pyrido[2,3-b][1,4]oxazin-7-yl)isoquinolin-3-yl)carbamate